FC([C@H]1N(C(SC1)=C=O)C=1N=C2N(CCOC3=C2C=CC(=C3)NC(C(=O)N)C)C1)F 2-((2-((R)-4-(difluoromethyl)-2-carbonyl-thiazolidine-3-yl)-5,6-dihydrobenzo[F]imidazo[1,2-d][1,4]oxazepin-9-yl)amino)propanamide